2-methacryloxyethyltrimethylammonium chlorid [Cl-].C(C(=C)C)(=O)OCC[N+](C)(C)C